OC(CN(CCN)CC(O)O)O N,N-Bis(dihydroxyethyl)ethylenediamine